CS(=O)(=NC1=CC(=CC=C1)C1=NOC(=N1)C(F)(F)F)C1=NC=CC=C1 methyl(pyridin-2-yl)((3-(5-(trifluoromethyl)-1,2,4-oxadiazol-3-yl)phenyl)imino)-λ6-sulfanone